C(C)(C)(C)C=1NC2=CC=C(C(=C2C1)B1OC(C(O1)(C)C)(C)C)Cl tert-butyl-5-chloro-4-(4,4,5,5-tetramethyl-1,3,2-dioxaborolan-2-yl)indole